1,4-dihydro-2H-spiro[pyrido[2,3-b]pyrazine-3,3'-pyrrolidine]-1'-carbonitrile N1(CC2(CC1)CNC1=C(N2)N=CC=C1)C#N